FC(C1=CC=C(C=C1)N1CCC(CC1)C(=O)O)(F)F 1-(4-trifluoromethylphenyl)piperidine-4-carboxylic acid